(2R)-3-{(4-methoxyphenyl)methoxyl-2-methylpropyl}-5-methylbenzamide COC1=CC=C(C=C1)COC(C(C)C)C=1C=C(C(=O)N)C=C(C1)C